5-amino-8-(2,6-dimethyl-4-pyridinyl)-7-phenyl-2-[2-[[1-(pyridine-3-carbonyl)pyrrolidin-3-yl]amino]ethyl]-[1,2,4]triazolo[4,3-c]pyrimidin-3-one NC1=NC(=C(C=2N1C(N(N2)CCNC2CN(CC2)C(=O)C=2C=NC=CC2)=O)C2=CC(=NC(=C2)C)C)C2=CC=CC=C2